3-((1,5-dibromo-5,6-dihydrospiro[cyclopenta[c]pyridine-7,2'-[1,3]dioxolan]-4-yl)oxy)-5-fluorobenzonitrile BrC1=NC=C(C2=C1C1(OCCO1)CC2Br)OC=2C=C(C#N)C=C(C2)F